COC([C@H](NC(=O)OC(C)(C)C)COC1=CC=C2C=NNC2=C1N)=O O-(7-amino-1H-indazol-6-yl)-N-(tert-butoxycarbonyl)-D-serine methyl ester